C(C)(C)(C)C1=CC=C(C=C1)[S@](=NC(C1=CC(=CC=C1)OC)=O)C1=C(C(=CC=C1)C)C1=C(C=CC=C1C)I N-((S)-(4-(tert-butyl)phenyl)((R)-2'-iodo-6,6'-dimethyl-[1,1'-biphenyl]-2-yl)-λ4-sulfaneylidene)-3-methoxybenzamide